3H-imidazo[4,5-b]Pyridine (trifluoroacetate) FC(C(=O)O)(F)F.N1=CNC2=NC=CC=C21